FC1=C(C(=CC=C1)OC)C1=NC=CC2=C1CN(C2=O)C2=NC(=CC(=C2)C)N2[C@H](CNCC2)C 4-(2-fluoro-6-methoxyphenyl)-2-(4-methyl-6-((S)-2-methylpiperazin-1-yl)pyridin-2-yl)-2,3-dihydro-1H-pyrrolo[3,4-c]pyridin-1-one